D-glyceraldehyde 3-diphosphate P(O)(=O)(OP(=O)(O)O)OC[C@H](C=O)O